Diethyl (4-aminonaphthalen-1-yl)phosphonate NC1=CC=C(C2=CC=CC=C12)P(OCC)(OCC)=O